C(C)OC(=O)C=1N=NSC1NC(=O)C=1C=NC=C(C1)C(F)(F)F 5-[5-(trifluoromethyl)pyridine-3-amido]-1,2,3-thiadiazole-4-carboxylic acid ethyl ester